3-(4-Bromo-2-methylphenoxy)-N-(4-carbamoylphenyl)-6-(trifluoromethyl)pyridazine-4-carboxamide BrC1=CC(=C(OC=2N=NC(=CC2C(=O)NC2=CC=C(C=C2)C(N)=O)C(F)(F)F)C=C1)C